OC1=CC=2C(C3=CC=C(C=C3CC2C=C1)O)=O 2,6-dihydroxyanthrone